4-t-butylbenzoic acid vinyl ester C(=C)OC(C1=CC=C(C=C1)C(C)(C)C)=O